N[C@H](C(=O)N[C@H](C(=O)NC1=CC=C(C=C1)CO)CCCNC(=O)N)C(C)C (S)-2-[(S)-2-amino-3-methylbutanamido]-N-[4-(hydroxymethyl)phenyl]-5-ureidovaleramide